C(=O)[C@H]1[C@@](C=C(C[C@@H]1C1=CC=CC=C1)C(=O)OC)(C1=CC=CC=C1)NS(=O)(=O)C1=CC=C(C=C1)C Methyl (1'S,2'R,3'S)-2'-formyl-1'-((4-methylphenyl)sulfonamido)-1',2',3',4'-tetrahydro-[1,1':3',1''-terphenyl]-5'-carboxylate